ClC=1C=C(C=CC1C(=O)N1CCN(CC1)CCNC(=O)[C@H]1NCCC1)NC(=O)C=1N(C(=CN1)C1=C(C(=C(C=C1)OCC#N)F)F)C N-[3-chloro-4-[4-[2-[[(2S)-pyrrolidine-2-carbonyl]amino]ethyl]piperazine-1-carbonyl]phenyl]-5-[4-(cyanomethoxy)-2,3-difluoro-phenyl]-1-methyl-imidazole-2-carboxamide